methyl (1S,3S)-3-((6-(5-chloro-3-(((2,2-difluorobenzo[d][1,3]dioxol-5-yl)oxy)methyl)thiophen-2-yl)-2-methylpyridin-3-yl)oxy)cyclohexane-1-carboxylate ClC1=CC(=C(S1)C1=CC=C(C(=N1)C)O[C@@H]1C[C@H](CCC1)C(=O)OC)COC1=CC2=C(OC(O2)(F)F)C=C1